3-(Imidazo[1,2-b]pyridazin-3-ylethynyl)-4-methyl-N-(1-methyl-1H-indazol-6-yl)benzamide N=1C=C(N2N=CC=CC21)C#CC=2C=C(C(=O)NC1=CC=C3C=NN(C3=C1)C)C=CC2C